C(#N)C1=CC(=NC(=N1)N1C=NC=C1)C(=O)NC1CCC(CC1)OC 6-cyano-2-(1H-imidazol-1-yl)-N-((1r,4r)-4-methoxycyclohexyl)pyrimidine-4-carboxamide